C(=O)OC=1C=C2C(C=C(OC2=CC1)C1=CC=CC=C1)=O 4-oxo-2-phenyl-4H-chromen-6-yl formate